2-isobutoxy-8-isopropylpyrazolo[1,5-a][1,3,5]triazin C(C(C)C)OC1=NC=2N(C=N1)N=CC2C(C)C